NCCCCCCCCCCCCCCCCCCCCCCCCCCCCCCCCCC(CC)=O azaheptatriacontan-35-one